2,2'-oxydi(ethan-1-ol) O(CCO)CCO